NC=1C=2N(C=CN1)C(=NC2C2=CC=C(C(=O)NC1=NC=CC=C1)C=C2)[C@H]2N(CCOC2)C(\C=C\COC)=O (R,E)-4-(8-amino-3-(4-(4-methoxybut-2-enoyl)morpholin-3-yl)imidazo[1,5-a]pyrazin-1-yl)-N-(pyridin-2-yl)benzamide